1-[(2R)-4-(2-amino-5-bromo-3-{[5-(difluoromethyl)-1,3,4-thiadiazol-2-yl]amino}phenyl)-2-methylpiperazin-1-yl]-2-methylpropan-1-one NC1=C(C=C(C=C1NC=1SC(=NN1)C(F)F)Br)N1C[C@H](N(CC1)C(C(C)C)=O)C